FC=1C=C(C=CC1F)N1C(CCCC1C=1N=C2N(C=CC(=C2)C=2C(=NOC2C)C)C1C=1SC=C(N1)CCO)=O 1-(3,4-difluorophenyl)-6-(7-(3,5-dimethylisoxazol-4-yl)-3-(4-(2-hydroxyethyl)thiazol-2-yl)imidazo[1,2-a]pyridin-2-yl)piperidin-2-one